[[(2S,3S,5R)-5-[6-(benzylamino)purin-9-yl]-3,4-dihydroxy-tetrahydrofuran-2-yl]methylsulfanyl-phenylmethyl]phosphonic acid C(C1=CC=CC=C1)NC1=C2N=CN(C2=NC=N1)[C@H]1C([C@@H]([C@H](O1)CSC(C1=CC=CC=C1)P(O)(O)=O)O)O